N-(3-fluoro-2,3'-bipyridin-5-yl)-4-(2-methyl-6,7-dihydropyrazolo[1,5-a]pyrimidin-4(5H)-yl)-4-oxobutanamide FC=1C(=NC=C(C1)NC(CCC(=O)N1C=2N(CCC1)N=C(C2)C)=O)C=2C=NC=CC2